7-bromo-N-[4-(cyanomethyl)-2,5-difluoro-phenyl]imidazo[1,2-a]pyridine-3-sulfonamide BrC1=CC=2N(C=C1)C(=CN2)S(=O)(=O)NC2=C(C=C(C(=C2)F)CC#N)F